5-chloro-7-({2,4-difluoro-3-[8-methoxy-2-(piperidin-4-ylamino)quinazolin-6-yl]phenyl}sulfamoyl)-2,3-dihydro-1-benzofuran-3-yl acetate C(C)(=O)OC1COC2=C1C=C(C=C2S(NC2=C(C(=C(C=C2)F)C=2C=C1C=NC(=NC1=C(C2)OC)NC2CCNCC2)F)(=O)=O)Cl